3-((3R,5R)-3,5-dimethylpiperazin-1-yl)-6-(trifluoromethyl)pyridazine C[C@@H]1CN(C[C@H](N1)C)C=1N=NC(=CC1)C(F)(F)F